3-fluoro-4-bromosulfolane FC1CS(=O)(=O)CC1Br